ClC1=CC(=C(C=C1)C1OC2=C(O1)C=CC=C2C=2CCN(CC2)C(=O)OC(C)(C)C)F tert-butyl 4-[2-(4-chloro-2-fluorophenyl)-1,3-benzodioxol-4-yl]-3,6-dihydropyridine-1(2H)-carboxylate